6-methoxy-1-(2-methoxyethyl)-1H-indazole-5-carboxylic acid COC1=C(C=C2C=NN(C2=C1)CCOC)C(=O)O